S1C(=NC2=C1C=CC=C2)C(CC2=CC(=CC=C2)\C(\N)=N/O)NS(=O)(=O)C=2C=C(C(=O)N(C)CCOC)C=CC2 3-[[1-(1,3-benzothiazol-2-yl)-2-[3-[(E)-N'-hydroxycarbamimidoyl]phenyl]ethyl]sulfamoyl]-N-(2-methoxyethyl)-N-methyl-benzamide